C(CCCCC)OC1=CC=C(C=C1)[I+]C1=C(C=C(C=C1)OCC)OCC 4-hexyloxyphenyl-2,4-diethoxyphenyl-iodonium